3-mercapto-2-methyl-1-pentanol SC(C(CO)C)CC